N-p-tolyl-dicyclohexyl-amine C1(=CC=C(C=C1)N(C1CCCCC1)C1CCCCC1)C